CN1CCN(CC1)C=1C=C(C=C(C1)C(F)(F)F)C1=NC2=CC(=CC=C2C=N1)N 2-(3-(4-methylpiperazin-1-yl)-5-(trifluoromethyl)phenyl)quinazolin-7-amine